C(C)OC(=O)[C@@H]1[C@H]2CN(C([C@@H]12)=O)C1=CC=CC=C1.ClC1=C(OC2=CC=C(C(=C2C(=O)NC2=CC(=NC=C2)C(=O)N)F)C(F)(F)F)C=CC(=C1)OC(F)(F)F 4-[[6-[2-chloro-4-(trifluoromethoxy)phenoxy]-2-fluoro-3-(trifluoromethyl)benzoyl]amino]pyridine-2-carboxamide (1R,5S,6R)-ethyl-2-oxo-3-phenyl-3-azabicyclo[3.1.0]hexane-6-carboxylate